COC1(CN(C1)C)C#CC1=CC2=C(OC[C@@H](C(N2C)=O)NC(C2=NC=CC(=C2)OC2=CC=CC=C2)=O)C=C1 (S)-N-(7-((3-methoxy-1-methylazetidin-3-yl)ethynyl)-5-methyl-4-oxo-2,3,4,5-tetrahydrobenzo[b][1,4]oxazepin-3-yl)-4-phenoxypicolinamide